FC1=CC(=C(C=C1[N+](=O)[O-])NC1=NC=CC(=N1)C1=CN(C2=CC=CC=C12)CCF)OC N-(4-fluoro-2-methoxy-5-nitrophenyl)-4-(1-(2-fluoroethyl)-1H-indol-3-yl)pyrimidin-2-amine